6-[(2R,4S)-4-fluoro-2-[3-fluoro-5-(methylsulfanyl)phenyl]pyrrolidin-1-yl]-N-[(3S)-1-(3-hydroxybenzoyl)pyrrolidin-3-yl]imidazo[1,2-b]pyridazine-3-carboxamide F[C@H]1C[C@@H](N(C1)C=1C=CC=2N(N1)C(=CN2)C(=O)N[C@@H]2CN(CC2)C(C2=CC(=CC=C2)O)=O)C2=CC(=CC(=C2)SC)F